ClC1=CN(C2=NC=C(C=C21)C#N)C 3-chloro-1-methyl-1H-pyrrolo[2,3-b]pyridine-5-carbonitrile